C(C)(C)(C)OC(COC1=C(SC(=C1Cl)C1=CC(=CC=C1)N[C@@H]1CC(N(CC1)S(=O)(=O)CC1=CC(=CC=C1)NC(=O)OC1=CC=CC=C1)(C)C)C(=O)OC(C)(C)C)=O (S)-tert-butyl 3-(2-(tert-butoxy)-2-oxoethoxy)-4-chloro-5-(3-((2,2-dimethyl-1-((3-((phenoxycarbonyl)amino)benzyl)sulfonyl)piperidin-4-yl)amino)phenyl)thiophene-2-carboxylate